O=C1NC(CCC1N1C(C2=CC=CC(=C2C1)SCCOCC(=O)O)=O)=O 2-(2-((2-(2,6-dioxopiperidin-3-yl)-1-oxoisoindoline-4-yl)thio)ethoxy)acetic acid